tert-butyl (S)-5-((2'-((2-(3-hydroxypyrrolidin-1-yl)-2-oxoethyl)amino)-[2,4'-bipyrimidin]-4-yl)ethynyl)-1H-indazole-1-carboxylate O[C@@H]1CN(CC1)C(CNC1=NC=CC(=N1)C1=NC=CC(=N1)C#CC=1C=C2C=NN(C2=CC1)C(=O)OC(C)(C)C)=O